C(C)OC(C=1C=NC(=NC1)NCCOC)OCC 5-(Diethoxymethyl)-N-(2-methoxyethyl)pyrimidin-2-amine